methyl cis-2-(((4-methyl-1-(pyrimidin-2-yl)piperidin-4-yl)oxy)methyl)-3-((methylsulfonyl)amino)piperidine-1-carboxylate hydrochloride Cl.CC1(CCN(CC1)C1=NC=CC=N1)OC[C@@H]1N(CCC[C@@H]1NS(=O)(=O)C)C(=O)OC